COC(=O)N[C@H](C(=O)N[C@@H](CC1=CC=C(C=C1)NS(=O)(=O)O)C=1N=C(SC1)CC)CC1=CC=CC=C1 4-{(S)-2-[(S)-2-(methoxycarbonylamino)-3-phenylpropionylamino]-2-(2-ethylthiazol-4-yl)ethyl}phenylaminosulfonic acid